CC1=C(C=2N(C=C1C=1NC3=CC=C(C=C3C1C(C)C)C1CCNCC1)N=CN2)C 4-(2-(7,8-dimethyl-[1,2,4]triazolo[1,5-a]pyridin-6-yl)-3-isopropyl-1H-indol-5-yl)piperidin